N1=C(N=CC=C1)C#CC1=CN=CC=2[C@H]3N(C[C@@H](OC21)C3)C(=O)C32CCC(CC3)(C2)C(F)(F)F ((2S,5S)-9-(pyrimidin-2-ylethynyl)-2,3-dihydro-2,5-methanopyrido[3,4-f][1,4]oxazepin-4(5H)-yl)(4-(trifluoromethyl)bicyclo[2.2.1]heptan-1-yl)methanone